C1(CCCCC1)N1C(C=CC1=O)=O N-(cyclohexyl)maleimide